S(=O)(=O)(C1=CC=CC=2C(N(C)C)=CC=CC12)N DANSYL-AMINE